2-amino-9-((2R,3R,5S)-3-hydroxy-5-(hydroxymethyl)tetrahydrofuran-2-yl)-7-(4,4,4-trifluorobutyl)-7,9-dihydro-1H-purine-6,8-dione NC=1NC(C=2N(C(N(C2N1)[C@@H]1O[C@@H](C[C@H]1O)CO)=O)CCCC(F)(F)F)=O